ClC1=C2CCN(CC2=CC(=C1C(=O)N[C@H](C(=O)OCC1=CC=CC=C1)CNC(=O)N[C@@H]1CCC2=CC=CC=C12)Cl)C(C1=CC(=CC=C1)Cl)=O (S)-benzyl 2-(5,7-dichloro-2-(3-chlorobenzoyl)-1,2,3,4-tetrahydroisoquinoline-6-carboxamido)-3-(3-((R)-2,3-dihydro-1H-inden-1-yl)ureido)propanoate